2-(5-bromo-1H-indol-3-yl)-N-(1-(4-methylbenzyl)-2-oxopyrrolidin-3-yl)-2-oxoacetamide BrC=1C=C2C(=CNC2=CC1)C(C(=O)NC1C(N(CC1)CC1=CC=C(C=C1)C)=O)=O